ClC=1C=C(C=CC1C#N)C1=NN(C=C1)C[C@H](C)NC(=O)C1=NNC(=C1)C(C)O N-((S)-1-(3-(3-Chloro-4-cyanophenyl)-1H-pyrazol-1-yl)propan-2-yl)-5-(1-hydroxyethyl)-1H-pyrazole-3-carboxamide